FC=1C=C(C=C(C1)F)C1CCC=2N1C=C(N2)NC(C(C)N2CC(C(CC2)(F)F)C2=CC=[N+](C=C2)[O-])=O 4-(1-(1-((5-(3,5-difluorophenyl)-6,7-dihydro-5H-pyrrolo[1,2-a]imidazol-2-yl)amino)-1-oxopropan-2-yl)-4,4-difluoropiperidin-3-yl)pyridine 1-oxide